C/C(/CO)=C/CC[C@@]1([C@H]2CC[C@@H](C1=C)C2)C (2Z)-2-Methyl-5-[(1S,2R,4R)-2-methyl-3-methylidenebicyclo[2.2.1]heptan-2-yl]pent-2-en-1-ol